C1(CC1)C1=C(C(=NO1)C1=C(C=CC=C1)C(F)(F)F)COC12CCC(CC1)(CC2)C=2SC1=C(N2)C=CC=C1 2-(4-((5-Cyclopropyl-3-(2-(trifluoromethyl)phenyl)isoxazol-4-yl)methoxy)bicyclo[2.2.2]octan-1-yl)benzo[d]thiazol